Cl.N[C@@H]1[C@@H](CC1)O |r| racemic-cis-2-aminocyclobutan-1-ol hydrochloride